C(C)(C)(C)[C@]1(N(CCC2=CC=C(C=C12)OCC1=CC=CC=C1)C(=O)OC(C)(C)C=1C(=CC=2N(C1)C(=CN2)I)OC)C2=CC=C(C=C2)F 2-(3-iodo-7-methoxyimidazo[1,2-a]pyridin-6-yl)propan-2-ol tert-butyl-(S)-7-(benzyloxy)-1-(4-fluorophenyl)-3,4-dihydroisoquinoline-2(1H)-carboxylate